1,4-Diamino-2,3-dicyano-1,4-bis(o-aminophenylmercapto)butadiene NC(=C(C(=C(SC1=C(C=CC=C1)N)N)C#N)C#N)SC1=C(C=CC=C1)N